4-((E)-2,3-bis(t-butoxycarbonyl)guanidino)-N-(4-(2-(((1S,2R)-2-hydroxy-2,3-dihydro-1H-inden-1-yl)amino)-2-oxoethyl)phenyl)benzamide C(C)(C)(C)OC(=O)/N=C(\NC1=CC=C(C(=O)NC2=CC=C(C=C2)CC(=O)N[C@@H]2[C@@H](CC3=CC=CC=C23)O)C=C1)/NC(=O)OC(C)(C)C